CC1=CC=C(C=C1)C1=CC(=NN1C1=CC=C(C=C1)S(N)(=O)=O)C(F)(F)F 5-(4-methylphenyl)-1-(4-sulfamoyl-phenyl)-3-(trifluoromethyl)pyrazole